N-(1-Ethylpropyl)-2,6-dinitro-3,4-xylidin C(C)C(CC)NC1=C(C(=C(C=C1[N+](=O)[O-])C)C)[N+](=O)[O-]